8-(1-(tert-butyl)-3-(4-chloro-3-fluorophenyl)-1H-pyrrolo[2,3-b]pyridine-6-carbonyl)-3-methyl-1,3,8-triazaspiro[4.5]decane-2,4-dione C(C)(C)(C)N1C=C(C=2C1=NC(=CC2)C(=O)N2CCC1(C(N(C(N1)=O)C)=O)CC2)C2=CC(=C(C=C2)Cl)F